BrC=1N=CC(=NC1)SC=1C(=C2C(N(C=NC2=CC1)CCC(C)O[Si](C)(C)C(C)(C)C)=O)Cl 6-(5-Bromopyrazin-2-yl)thio-3-[3-[tert-butyl(dimethyl)silyl]oxybutyl]-5-chloro-quinazoline-4(3H)-On